5-((5-methoxypyridin-2-yl)methoxy)-2-(6-oxo-1-((2-(trimethylsilyl)ethoxy)methyl)-1,6-dihydropyridazin-3-yl)isoindolin-1-one COC=1C=CC(=NC1)COC=1C=C2CN(C(C2=CC1)=O)C1=NN(C(C=C1)=O)COCC[Si](C)(C)C